N-(5-((4-Chlorophenoxy)methyl)-1,3,4-thiadiazol-2-yl)-6-cyano-2-(2-methoxyphenyl)nicotinamide ClC1=CC=C(OCC2=NN=C(S2)NC(C2=C(N=C(C=C2)C#N)C2=C(C=CC=C2)OC)=O)C=C1